CN(C)CC1(CC1)COC=1N=C(C2=C(N1)CN(C2)C(=O)C2=CC(=CC1=CC=CC(=C21)I)O)N2CCS(CCC2)=O (2-((1-((dimethylamino)methyl)cyclopropyl)methoxy)-4-(1-oxido-1,4-thiazepan-4-yl)-5,7-dihydro-6H-pyrrolo[3,4-d]pyrimidin-6-yl)(3-hydroxy-8-iodonaphthalen-1-yl)methanone